FC(S(=O)(=O)OC1=CC=C2C(CC3(C2=C1C=O)CC(C1=CC=C(C(=C13)C=O)OS(=O)(=O)C(F)(F)F)(C)C)(C)C)(F)F (R)-7,7'-diformyl-3,3,3',3'-tetramethyl-2,2',3,3'-tetrahydro-1,1'-spirobi[indene]-6,6'-diyl bis(trifluoromethanesulfonate)